1-(4-((4-((2'-fluoro-4-methoxy-3'-(trifluoromethyl)-[1,1'-biphenyl]-3-yl)amino)-7-Methoxyquinazolin-6-yl)oxy)piperidin-1-yl)prop-2-en-1-one FC1=C(C=CC=C1C(F)(F)F)C1=CC(=C(C=C1)OC)NC1=NC=NC2=CC(=C(C=C12)OC1CCN(CC1)C(C=C)=O)OC